FC1=C(CNC(C2=CC(=C(C=C2)N2CCN(CCC2)C)NS(=O)(=O)C2=CC=C(C=C2)C)=O)C=CC=C1 N-(2-fluorobenzyl)-3-((4-methylphenyl)sulphonamido)-4-(4-methyl-1,4-diazacycloheptan-1-yl)benzamide